Methyl 2-[4-({[4-(benzyloxy)phenyl]amino}carbonyl)-1,5-dimethyl-1H-pyrrol-2-yl]-5-cyano-4-methoxybenzoate C(C1=CC=CC=C1)OC1=CC=C(C=C1)NC(=O)C=1C=C(N(C1C)C)C1=C(C(=O)OC)C=C(C(=C1)OC)C#N